FC(C(=O)O)(F)F.COC1=C(C=CC=C1C1=CN=C(S1)C1CCOCC1)NC1=CC(=NC=2C=CNC(C12)=O)NC(=O)C1CC1 N-(4-((2-Methoxy-3-(2-(tetrahydro-2H-pyran-4-yl)thiazol-5-yl)phenyl)amino)-5-oxo-5,6-dihydro-1,6-naphthyridin-2-yl)cyclopropanecarboxamide Trifluoroacetic Acid Salt